N-(3-Methoxybenzyl)oleamide COC=1C=C(CNC(CCCCCCC\C=C/CCCCCCCC)=O)C=CC1